2-(methoxymethyloxy)-3-(tetramethyl-1,3,2-dioxaborolan-2-yl)benzaldehyde COCOC1=C(C=O)C=CC=C1B1OC(C(O1)(C)C)(C)C